FC1(CNCCC1)CN(C)C 1-(3-fluoro-3-piperidinyl)-N,N-dimethyl-methylamine